[4-(Difluoromethoxy)-3-fluorophenyl]methanol FC(OC1=C(C=C(C=C1)CO)F)F